(2-hydroxyphenyl)-(1,2-oxazol-4-yl)methanone OC1=C(C=CC=C1)C(=O)C=1C=NOC1